[Br-].C(CC)C=1NC=C[NH+]1 propyl-imidazolium bromide